IC1=C(N=C2N(C1=O)C=CC(=C2)C2CN(C2)C(=O)OC(C)(C)C)C(F)(F)F tert-butyl 3-(3-iodo-4-oxo-2-(trifluoromethyl)-4H-pyrido[1,2-a]pyrimidin-8-yl)azetidine-1-carboxylate